Cl.Cl.NC1=C(C=2C(=NC(=CN2)C#CC=2C=NC=CC2)N1C1=C(C=CC(=C1)O)C)C#N 6-amino-5-(5-hydroxy-2-methyl-phenyl)-3-[2-(3-pyridinyl)ethynyl]Pyrrolo[2,3-b]Pyrazine-7-carbonitrile bisHCl salt